C(CCCCCCC\C=C/CCCCCCCC)SCC(CNC)SCCCCCCCC\C=C/CCCCCCCC 1,2-dioleylthio-3-methylaminopropane